tert-butyl (S)-4-(2-(1-amino-5-(tert-butoxy)-1,5-dioxopentan-2-yl)-6-fluoro-1-oxoisoindolin-5-yl)piperidine-1-carboxylate NC([C@H](CCC(=O)OC(C)(C)C)N1C(C2=CC(=C(C=C2C1)C1CCN(CC1)C(=O)OC(C)(C)C)F)=O)=O